(S)-3-(2'-fluoro-3'-methoxybiphenyl-3-yl)-3-(3-(4-hydroxy-1-methyl-2-oxo-1,2-dihydropyridin-3-yl)ureido)propanoic acid FC1=C(C=CC=C1OC)C1=CC(=CC=C1)[C@H](CC(=O)O)NC(=O)NC=1C(N(C=CC1O)C)=O